N-(4-(4-amino-3-(4-(pyrrolidine-1-carbonyl)cyclohex-1-en-1-yl)pyrazolo[1,5-a]pyrazin-2-yl)phenyl)methacrylamide NC=1C=2N(C=CN1)N=C(C2C2=CCC(CC2)C(=O)N2CCCC2)C2=CC=C(C=C2)NC(C(=C)C)=O